[C-]#[C-].[Ag+].[Ag+] Silver Acetylide